BrC=1C=C(CNC2=C3N=CN(C3=NC(=N2)C=2C=NC=C(C2)Cl)[C@H]2[C@@H]([C@@H]([C@H](O2)C(=O)NCC)O)O)C=CC1 (2S,3S,4R,5R)-5-(6-(3-bromobenzylamino)-2-(5-chloropyridin-3-yl)-9H-purin-9-yl)-N-ethyl-3,4-dihydroxyltetrahydrofuran-2-carboxamide